COC=1C=CC(=C(N)C1)C(F)(F)F 5-methoxy-2-(trifluoromethyl)aniline